N2-[6-fluoro-7-(2,3,4,7-tetrahydro-1H-azepin-5-yl)-2,3-dihydrobenzofuran-5-yl]-N4,5,6-trimethyl-pyrimidine-2,4-diamine FC1=C(C2=C(CCO2)C=C1NC1=NC(=C(C(=N1)NC)C)C)C=1CCCNCC1